FC1([C@H](C=2C(=CN(C2CC1)C1=CC(=C(C=C1)F)C(F)(F)F)S(=O)(=O)C(C#N)F)O)F 2-(((S)-5,5-difluoro-1-(4-fluoro-3-(trifluoromethyl)phenyl)-4-hydroxy-4,5,6,7-tetrahydro-1H-indol-3-yl)sulfonyl)-2-fluoroacetonitrile